FC(C1CN(CCN1)C1=C(C=C(C=N1)NC1=NC=CC(=N1)NC=1C(NC2=C(C=CC=C2C1)F)=O)OC)F 3-(2-{6-[3-(difluoromethyl)-1-piperazinyl]-5-methoxy-3-pyridylamino}-4-pyrimidinylamino)-8-fluoro-1,2-dihydro-2-quinolinone